4-{[4-Amino-6-(methoxymethyl)-5-(7-methoxy-5-methyl-1-benzothiophen-2-yl)pyrrolo[2,1-f][1,2,4]triazin-7-yl]methyl}piperazin-2-one-mono-hydrochloride Cl.NC1=NC=NN2C1=C(C(=C2CN2CC(NCC2)=O)COC)C=2SC1=C(C2)C=C(C=C1OC)C